OC1=C(C=CC(=C1)C(F)(F)F)C1=C(C=C(N=N1)N[C@H]1CN(CCC1)CC(=O)NC1CN(C1)C(=O)OC(C)(C)C)C tert-butyl (R)-3-(2-(3-((6-(2-hydroxy-4-(trifluoromethyl)phenyl)-5-methylpyridazin-3-yl)amino)piperidin-1-yl)acetamido)azetidine-1-carboxylate